5-(3-(4-(4-amino-3-(4-(4-fluorophenoxy)phenyl)-1H-pyrazolo[3,4-d]pyrimidin-1-yl)-[1,4'-bipiperidin]-1'-yl)azetidin-1-yl)-2-(2,6-dioxopiperidin-3-yl)isoindoline-1,3-dione NC1=C2C(=NC=N1)N(N=C2C2=CC=C(C=C2)OC2=CC=C(C=C2)F)C2CCN(CC2)C2CCN(CC2)C2CN(C2)C=2C=C1C(N(C(C1=CC2)=O)C2C(NC(CC2)=O)=O)=O